1-(3-(trifluoromethyl)benzyl)-1H-pyrrolo[3,2-b]pyridine-2-carboxamide FC(C=1C=C(CN2C(=CC3=NC=CC=C32)C(=O)N)C=CC1)(F)F